(R)-2-(4-(2-(2-(3-chloro-2-hydroxyphenyl)-6a,7,9,10-tetrahydro-5H-pyrazino[1',2':4,5]pyrazino[2,3-c]pyridazin-8(6H)-yl)pyrimidin-5-yl)piperidin-1-yl)spiro[3.5]nonane-7-carboxylic acid ClC=1C(=C(C=CC1)C=1C=C2C(=NN1)NC[C@H]1N2CCN(C1)C1=NC=C(C=N1)C1CCN(CC1)C1CC2(C1)CCC(CC2)C(=O)O)O